OC1=CC=C(C[C@@H]2C(N3C(N(O2)C(=O)OCCC(C)C)CN(C([C@@H]3CC3=CC=C(C=C3)O)=O)[C@H](C(NCCC3=CC=CC=C3)=O)CC(C)C)=O)C=C1 isopentyl (3R,6S)-3,6-bis(4-hydroxybenzyl)-8-((S)-4-methyl-1-oxo-1-(phenethylamino)pentan-2-yl)-4,7-dioxohexahydropyrazino[2,1-c][1,2,4]oxadiazine-1(6H)-carboxylate